SC(C(=O)O)CCC sulphanyl-pentanoic acid